C1(CC1)C(C(=O)O)CCCCCCCC 2-cyclopropyl-decanoic acid